OC(C(=O)C1=CC=C(C=C1)CC1=CC=C(C=C1)C(C(C)(C)O)=O)(C)C 2-hydroxy-1-{4-[4-(2-hydroxy-2-methylpropanoyl)-benzyl]phenyl}-2-methyl-propane-1-one